FC1=C(C(=CC=C1)C)N1N=C2C(=CC1=O)NN=C2C2=CC=C(C=C2)N2CCC(CC2)O 5-(2-Fluoro-6-methylphenyl)-3-(4-(4-hydroxylpiperidin-1-yl)phenyl)-1H-pyrazolo[4,3-c]pyridazin-6(5H)-on